p-fluorophenylhydrazine tert-butyl-4-[3-(2,6-dioxo-3-piperidyl)-7-fluorosulfonyloxy-1,2-benzoxazol-6-yl]piperidine-1-carboxylate C(C)(C)(C)OC(=O)N1CCC(CC1)C1=C(C2=C(C(=NO2)C2C(NC(CC2)=O)=O)C=C1)OS(=O)(=O)F.FC1=CC=C(C=C1)NN